2,3,6,7,8,9,10,11,12,13,14,15,16,17-tetradecahydro-1H-cyclopenta[a]phenanthren-3-yl (2-(piperazin-1-yl)ethyl)carbamate N1(CCNCC1)CCNC(OC1CCC2C3CCC4CCCC4C3CCC2=C1)=O